N1(C=2C(C=C1)=COC2)C(=O)[O-] furo[3,4-b]pyrrole-1-carboxylate